2'-amino-3'-deoxyguanosine N[C@@]1([C@@H](O[C@@H](C1)CO)N1C=NC=2C(=O)NC(N)=NC12)O